DL-homoalanine monoammonium salt [NH4+].N[C@@H](CC)C(=O)[O-] |r|